BrCC1=NN(C=C1C(=O)O)CC1=CC=C(C=C1)CN1C(C=CC=C1)=O 3-(Bromomethyl)-1-(4-((2-oxopyridin-1(2H)yl)methyl)benzyl)-1H-pyrazole-4-carboxylic acid